2-(tert-butyl) 4-methyl 2-azabicyclo[2.1.1]hexane-2,4-dicarboxylate C12N(CC(C1)(C2)C(=O)OC)C(=O)OC(C)(C)C